(2R,3R,4R,5S)-3,4,5-tris(benzyloxy)-2-methyl-1-(((1S,4S)-4-(trifluoromethyl)cyclohexyl)methyl)piperidine C(C1=CC=CC=C1)O[C@@H]1[C@H](N(C[C@@H]([C@H]1OCC1=CC=CC=C1)OCC1=CC=CC=C1)CC1CCC(CC1)C(F)(F)F)C